BrC=1N=C2C(=NC1C)NC(=C(C2=O)N2CCN([C@H]1CC[C@H]21)C(=O)OC(C)(C)C)CC tert-butyl (1S,6S)-5-(2-bromo-6-ethyl-3-methyl-8-oxo-5,8-dihydropyrido[2,3-b]pyrazin-7-yl)-2,5-diazabicyclo[4.2.0]octane-2-carboxylate